C1(CCCCC1)C(=O)C1=C(C(=CC=C1)Br)N cyclohexyl-(3-bromo-2-aminophenyl)methanone